Cl[C@H](C(=O)N(C[C@H]1C(NCCC1)=O)NC(=O)[C@H]1N(CC(C1)(C)C)C(=O)[C@H](C(CC)(C)C)NC(=O)C1CC1)F N-[(1S)-1-[(2S)-2-[[[(2R)-2-chloro-2-fluoro-acetyl]-[[(3S)-2-oxo-3-piperidyl]methyl]amino]carbamoyl]-4,4-dimethyl-pyrrolidine-1-carbonyl]-2,2-dimethyl-butyl]cyclopropanecarboxamide